OC[C@H]1N(CC(C1)C1=CC=C(C=C1)C(F)(F)F)C1=C(C(=O)N)C=CC=C1 (2S)-2-(hydroxymethyl-4-(4-(trifluoromethyl)phenyl)pyrrolidin-1-yl)benzamide